2-methyl-2-(4-(3-methyl-2-oxo-8-(quinolin-3-yl)-2,3-dihydroimidazo[4,5-c]quinolin-1-yl)phenyl)propionitrile CC(C#N)(C)C1=CC=C(C=C1)N1C(N(C=2C=NC=3C=CC(=CC3C21)C=2C=NC1=CC=CC=C1C2)C)=O